N-[7-(3,6-Dihydro-2H-pyran-4-yl)-4-methoxy-thiazolo[4,5-c]pyridin-2-yl]-N'-(2-piperidin-1-yl-ethyl)-terephthalamid O1CCC(=CC1)C=1C2=C(C(=NC1)OC)N=C(S2)NC(C2=CC=C(C(=O)NCCN1CCCCC1)C=C2)=O